OC1(CCC1)C=1C(=NC(=NC1)N1C(C2CC2C1)=O)C 3-(5-(1-Hydroxycyclobutyl)-4-methylpyrimidin-2-yl)-3-azabicyclo[3.1.0]hexan-2-one